ClC1=CC=C2C(=CC(=NC2=C1Cl)N1[C@@H](CC[C@H]1CCO)C(=O)O)N1C=NC=C1 (2s,5S)-1-(7,8-Dichloro-4-(1H-imidazol-1-yl)quinolin-2-yl)-5-(2-hydroxyethyl)pyrrolidine-2-carboxylic acid